(R)-2-amino-4-oxo-5-(p-tolyl)-4,5-dihydrofuran-3-yl-5-d phenylmethanesulfonate C1(=CC=CC=C1)CS(=O)(=O)OC1=C(O[C@](C1=O)([2H])C1=CC=C(C=C1)C)N